N[C@@H]1CN(CC[C@H]1F)C1=NC2=C(N1CC(=O)N1CCC1)C=C(C=C2)Cl 2-(2-((3R,4R)-3-amino-4-fluoro-1-piperidinyl)-6-chloro-1H-benzimidazol-1-yl)-1-(1-azetidinyl)ethanone